methyl 5-((diphenylmethylene)amino)-1-methyl-1H-pyrrolo[2,3-b]pyridine-6-carboxylate C1(=CC=CC=C1)C(C1=CC=CC=C1)=NC=1C=C2C(=NC1C(=O)OC)N(C=C2)C